C(C1=CC=CC=C1)OC=1C=C(C2=C(C=CC=C2C1)Cl)C1=CC(=C(C(=O)OC)C=C1OC1=C(C=CC=C1)Cl)[N+](=O)[O-] methyl 4-(3-(benzyloxy)-8-chloronaphthalen-1-yl)-5-(2-chlorophenoxy)-2-nitrobenzoate